(3R)-1-cyclobutylpiperidin-3-amine HCl salt Cl.C1(CCC1)N1C[C@@H](CCC1)N